FC(OC=1C(=C(C=CC1)C(C)=O)F)F 1-(3-(difluoromethoxy)-2-fluorophenyl)ethan-1-one